2,5-dihydroxyphenyl-diphenylphosphine oxide OC1=C(C=C(C=C1)O)P(C1=CC=CC=C1)(C1=CC=CC=C1)=O